N-[1-{(5S)-5-[3-(2,6-Difluorophenyl)-5-methylpyridin-2-yl]-4,5-dihydro-1,2-oxazol-3-yl}-3-(methoxymethyl)pyrrolidin-3-yl]methanesulfonamide FC1=C(C(=CC=C1)F)C=1C(=NC=C(C1)C)[C@@H]1CC(=NO1)N1CC(CC1)(COC)NS(=O)(=O)C